stearoyl-2-arachidonoyl-sn-glycero-3-phosphocholine C(CCCCCCCCCCCCCCCCC)(=O)C(OP(OC[C@@H](CO)OC(CCC\C=C/C\C=C/C\C=C/C\C=C/CCCCC)=O)(=O)[O-])C[N+](C)(C)C